ClC=1C=C(NC2(CCC3(C(=CC4=CC=CC=C34)CCCC3=CC=C(C=C3)Cl)CC2)C(=O)O)C=CC1 (1r,4r)-4-(3-chloroanilino)-2'-[3-(4-chlorophenyl)propyl]spiro[cyclohexane-1,1'-indene]-4-carboxylic acid